1-(6-(4-((benzyloxy)methyl)cyclohex-1-en-1-yl)-1-methyl-1H-indazol-3-yl)dihydropyrimidine-2,4(1H,3H)-dione C(C1=CC=CC=C1)OCC1CC=C(CC1)C1=CC=C2C(=NN(C2=C1)C)N1C(NC(CC1)=O)=O